trimethyl-{[3-(trimethoxysilyl)propyl]}ammonium chloride [Cl-].C[N+](CCC[Si](OC)(OC)OC)(C)C